N[C@@H](C)C(=O)OC(CCCCCCCCC=C)=O.[Na] sodium undecylenoyl alaninate